BrC1=NC(=CC(=C1O)O[C@H](CO)C)I (S)-2-bromo-4-((1-hydroxypropan-2-yl)oxy)-6-iodopyridin-3-ol